COC1=C(C=CC(=C1)C(=O)N1CCN(CC1)C(C1=NC=CC=C1C(F)(F)F)=O)NS(=O)(=O)C=1C=CC=C2C=CC=NC12 N-(2-Methoxy-4-(4-(3-(trifluoromethyl)picolinoyl)piperazine-1-carbonyl)phenyl)quinoline-8-sulfonamide